2-[5-fluoro-7-(3-methyl-2-butenyl)-1H-indol-3-yl]ethylamine FC=1C=C2C(=CNC2=C(C1)CC=C(C)C)CCN